OC1=C(C=CC(=C1)C1OC2=CC(=CC(=C2C(C1O)=O)O)O)[O-] 2-hydroxy-4-(3,5,7-trihydroxy-4-oxo-2,3-dihydro-4H-chromen-2-yl)phenolate